(4S)-N-[(3R)-2,6-dioxopiperidin-3-yl]-1,2,3,4-tetrahydroquinoline-4-carboxamide O=C1NC(CC[C@H]1NC(=O)[C@H]1CCNC2=CC=CC=C12)=O